(S)-3-(4-bromophenyl)-piperidine BrC1=CC=C(C=C1)[C@H]1CNCCC1